O=C1NC=CC2=C(C=CC=C12)N1N=CC(=C1C(F)(F)F)C(=O)NC1=CC(=NC=C1)C(F)(F)F 1-(1-oxo-1,2-dihydroisoquinolin-5-yl)-5-(trifluoromethyl)-N-(2-(trifluoromethyl)pyridin-4-yl)-1H-pyrazole-4-carboxamide